C(C)(C)(C)OC(=O)N(C1CC2=CC=C(C=C2C1)C(=O)OC1=C(C=C(C=C1Cl)Cl)Cl)CCCNC(=O)OC(C)(C)C (2,4,6-Trichlorophenyl) 2-[tert-butoxycarbonyl-[3-(tert-butoxycarbonylamino)propyl]amino]indane-5-carboxylate